2-(pyrrolidin-1-yl)-1H-benzo[d]imidazol-4-amine N1(CCCC1)C1=NC2=C(N1)C=CC=C2N